Bismuth(III) Chloride [Bi](Cl)(Cl)Cl